FC(C1CCN(CC1)C1=NC=C(C=N1)NC1=CC=C(CNC(OC(C)(C)C)=O)C=C1)(F)F tert-butyl (4-((2-(4-(trifluoromethyl)piperidin-1-yl)pyrimidin-5-yl)amino)benzyl)carbamate